ditetradecyl-(trimethylethylphosphine) methylphosphonate iodide [I-].CP([O-])([O-])=O.C(CCCCCCCCCCCCC)P(CC(C)(C)C)CCCCCCCCCCCCCC